O1CC(C1)NCC1=NC=CC2=C1OC1C2(CCC1C1=CC=CC=C1)O ((oxetan-3-ylamino)methyl)-7-phenyl-5,6,7,7a-tetrahydro-4bH-cyclopenta[4,5]furo[2,3-c]pyridin-4b-ol